NC=1C=C(C=CC1)C=1C(=C(C=CC1C(C)C)C(C)C)C1=CC(=CC=C1)N bis(3-aminophenyl)-1,4-diisopropylbenzene